ClC=1C=C(CNC(C(C)(C)C=2C=C3C=CNC3=CC2)=O)C=C(C1C1C(NC(CC1)=O)=O)Cl N-(3,5-dichloro-4-(2,6-dioxopiperidin-3-yl)benzyl)-2-(1H-indol-5-yl)-2-methylpropanamide